bis(2-butyloctyl) 10-(((1-methylpiperidin-4-yl)methyl)amino)nonadecanedioate CN1CCC(CC1)CNC(CCCCCCCCC(=O)OCC(CCCCCC)CCCC)CCCCCCCCC(=O)OCC(CCCCCC)CCCC